(E)-3-(4-Hydroxyphenyl)-1-[2-methoxy-4,6-bis(prop-2-enoxy)phenyl]prop-2-en-1-one OC1=CC=C(C=C1)/C=C/C(=O)C1=C(C=C(C=C1OCC=C)OCC=C)OC